BrC=1C=C(C=CC1)B1OC(C(O1)(C)C)(C)C 2-(3-bromophenyl)-4,4,5,5-tetramethyl-1,3,2-dioxaborolan